di(cyclohexyl)ammonium tetrakis(phenyl)borate C1(=CC=CC=C1)[B-](C1=CC=CC=C1)(C1=CC=CC=C1)C1=CC=CC=C1.C1(CCCCC1)[NH2+]C1CCCCC1